OCC(OC=1C=2N(C=C(C1)C=1C=NN(C1C)C1CC3(C1)CCN(CC3)C(C=C)=O)N=CC2C#N)C2=NC=CC=C2 4-[2-hydroxy-1-(2-pyridyl)ethoxy]-6-[5-methyl-1-(7-prop-2-enoyl-7-azaspiro[3.5]-nonan-2-yl)pyrazol-4-yl]pyrazolo[1,5-a]pyridine-3-carbonitrile